O[C@]1(C[C@H]([C@@H](CC1)N1N=C2C=C(C(=CC2=C1)C(=O)NC1=CN=C2N1N=CC=C2)OC)C)C 2-((1R,2R,4R)-4-Hydroxy-2,4-dimethylcyclohexyl)-N-(imidazo[1,2-b]pyridazin-3-yl)-6-methoxy-2H-indazole-5-carboxamide